n-hexadecyl 2,6-di-tert-butyl-4-hydroxybenzoate C(C)(C)(C)C1=C(C(=O)OCCCCCCCCCCCCCCCC)C(=CC(=C1)O)C(C)(C)C